[Ti].[Nb].[Cr].[C] carbon chromium-niobium-titanium